N-[1-[3-(6-isopropylidene-4-methyl-5-oxo-1,3,4-oxadiazin-2-yl)pyrazin-2-yl]ethyl]-3,5-bis(trifluoromethyl)benzamide C(C)(C)=C1C(N(N=C(O1)C=1C(=NC=CN1)C(C)NC(C1=CC(=CC(=C1)C(F)(F)F)C(F)(F)F)=O)C)=O